Cl[O-].[Na+] NATRIUM HYPOCHLORIT